C(N)(OCC(C(=O)N(C1=C(C=CC=C1)NC(C1=C(C(=C(C(=C1F)F)F)F)F)=O)CC1=CC=CC=C1)O)=O (3-(benzyl (2-(perfluorobenzamido) phenyl) amino)-2-hydroxy-3-oxopropyl) carbamate